3-[(2R,4R)-4-({[1-(2,2-difluoro-1,3-benzodioxol-5-yl)cyclopropyl]carbonyl}amino)-7-(difluoromethoxy)-3,4-dihydro-2H-chromen-2-yl]benzoic acid FC1(OC2=C(O1)C=CC(=C2)C2(CC2)C(=O)N[C@@H]2C[C@@H](OC1=CC(=CC=C21)OC(F)F)C=2C=C(C(=O)O)C=CC2)F